C(C(=C)C)(=O)OCCC[Si](OC)(OC)C γ-methacryloyloxypropylmethyldimethoxysilane